(3aR,5s,6aS)-N-(6-(2,4-dimethyl-2H-indazol-5-yl)-5-(trifluoromethyl)-pyridazin-3-yl)-N-(methyl-d3)-2-((tetra-hydro-2H-pyran-4-yl)methyl)octahydro-cyclopenta[c]pyrrol-5-amine CN1N=C2C=CC(=C(C2=C1)C)C1=C(C=C(N=N1)N(C1C[C@@H]2[C@@H](CN(C2)CC2CCOCC2)C1)C([2H])([2H])[2H])C(F)(F)F